C1(CC1)C1=NNC(=N1)C1CC2(CN(C2)C(=O)N2CC3(C2)CC(C3)CN3N=C(C=C3C)C(F)(F)F)C1 [6-(3-cyclopropyl-1H-1,2,4-triazol-5-yl)-2-azaspiro[3.3]heptan-2-yl]-[6-[[5-methyl-3-(trifluoromethyl)pyrazol-1-yl]methyl]-2-azaspiro[3.3]heptan-2-yl]methanone